tert-Butyl N-[2-[2-(tert-butoxycarbonylamino)ethylamino]ethyl]carbamate C(C)(C)(C)OC(=O)NCCNCCNC(OC(C)(C)C)=O